Racemic-1-(5-chloro-2-(trifluoromethyl)pyridin-4-yl)-3-(isoquinolin-4-yl)-2-oxoimidazolidine-4-carbonitrile ClC=1C(=CC(=NC1)C(F)(F)F)N1C(N([C@H](C1)C#N)C1=CN=CC2=CC=CC=C12)=O |r|